FC=1C=C2CN(CC2=CC1)C(=O)NC1=CC=C(C=C1)C1CCN(CC1)C(C(=O)OC)=O methyl 2-(4-(4-(5-fluoroisoindoline-2-carboxamido)phenyl) piperidin-1-yl)-2-oxoacetate